C[C@H]1OCCN(C1)C1=NC=CC(=N1)N (R)-2-(2-methylmorpholino)pyrimidin-4-amine